BrC1=C2CCN([C@@H](C2=C(C=C1)OCC=1N=NN(C1)C(C)C)CN1C(C[C@@H](C1)C)=O)C(=O)C1CCCCC1 (1S,2R)-2-((S)-5-Bromo-8-((1-isopropyl-1H-1,2,3-triazol-4-yl)methoxy)-1-(((S)-4-methyl-2-oxopyrrolidin-1-yl)methyl)-1,2,3,4-tetrahydroisochinolin-2-carbonyl)cyclohexan